(S)-1-(1-acryloylpyrrolidin-3-yl)-4-amino-3-((2,6-difluoro-3,5-dimethoxyphenyl)ethynyl)-N-methyl-1H-pyrazolo[4,3-c]pyridine-7-carboxamide C(C=C)(=O)N1C[C@H](CC1)N1N=C(C=2C(=NC=C(C21)C(=O)NC)N)C#CC2=C(C(=CC(=C2F)OC)OC)F